ClC1=C(C2=C(NC(O[C@@]23CN(CCC3)C(=O)C3=NN=C(N3)CC3=CC=C(C=C3)C=3C=NN(C3)C)=O)C=C1)F (R)-6-Chloro-5-fluoro-1'-(5-(4-(1-methyl-1H-pyrazol-4-yl)benzyl)-4H-1,2,4-triazole-3-carbonyl)spiro[benzo[d][1,3]oxazine-4,3'-piperidin]-2(1H)-one